para-trifluoromethylphenylalanine FC(C1=CC=C(C[C@H](N)C(=O)O)C=C1)(F)F